BrC1=NC(=CC=C1N1CN(C2=CC(=C(C=C2C1=O)F)C(F)(F)F)C1=CC=C(C(=C1CN(C(OC(C)(C)C)=O)CCN1C(C2=CC=CC=C2C1=O)=O)F)F)OC tert-butyl (6-(3-(2-bromo-6-methoxypyridin-3-yl)-6-fluoro-4-oxo-7-(trifluoromethyl)-3,4-dihydroquinazolin-1(2H)-yl)-2,3-difluorobenzyl)(2-(1,3-dioxoisoindolin-2-yl)ethyl)carbamate